Ethyl 7-((2-(difluoromethyl)pyridin-4-yl)carbamoyl)-5,6,7,8-tetrahydroimidazo[1,5-a]pyrazine-1-carboxylate FC(C1=NC=CC(=C1)NC(=O)N1CC=2N(CC1)C=NC2C(=O)OCC)F